NC1=NC2=C(C=3C=C(C=NC13)CCC1=C(C=C(C=C1)OCCCP(=O)(O)O)C)C=CC(=C2)CCC(=O)O 3-(5-amino-2-(2-methyl-4-(3-phosphonopropoxy)phenethyl)benzo[f][1,7]naphthyridin-8-yl)propionic acid